C(C)(C)(C)OC(=O)N1C2(CC2)CC(CC1)C1=CC=C2C(=NN(C2=C1)C)N1C(NC(CC1)=O)=O 7-[3-(2,4-dioxohexahydropyrimidin-1-yl)-1-methyl-indazol-6-yl]-4-azaspiro[2.5]octane-4-carboxylic acid tert-butyl ester